C(C)CC(C(N)(CC)CC)(N)CC tetraethyl-1,2-propanediamine